B(OC=1C(=NN(C1)C)C)([O-])[O-] (1,3-dimethyl-1H-pyrazol-4-yl) borate